C(C)(=O)C=1SC(=CN1)[S@@](=O)(N)=NC(NC1=C2CCCC2=CC=2CCCC12)=O (R)-2-acetyl-N'-((1,2,3,5,6,7-hexahydro-s-indacen-4-yl)carbamoyl)thiazole-5-sulfonimidamide